FC=1C(=C(C=CC1F)[C@H]1[C@@H](O[C@]([C@H]1C)(C(F)(F)F)C)C(=O)NC1=CC(=NC=C1)C(=O)N)OCCN1CC(C1)F 4-((2R,3S,4S,5R)-3-(3,4-difluoro-2-(2-(3-fluoroazetidin-1-yl)ethoxy)phenyl)-4,5-dimethyl-5-(trifluoromethyl)tetrahydrofuran-2-carboxamido)picolinamide